2-azido-N-(4-((4-(2-(3-chloro-4-(2-chloroethoxy)-5-cyanophenyl)propan-2-yl)phenoxy)methyl)pyrimidin-2-yl)ethanesulfonamide N(=[N+]=[N-])CCS(=O)(=O)NC1=NC=CC(=N1)COC1=CC=C(C=C1)C(C)(C)C1=CC(=C(C(=C1)C#N)OCCCl)Cl